3-[(3S)-2-oxopyrrolidin-3-yl]propenamide O=C1NCC[C@H]1C=CC(=O)N